N1N=NN=C1COC[C@@H]1C[C@@H]2C[C@H](NC[C@@H]2CC1)C(=O)O |r| (3SR,4aRS,6SR,8aRS)-6-((1H-tetrazole-5-yl)methyloxymethyl)-1,2,3,4,4a,5,6,7,8,8a-decahydroisoquinoline-3-carboxylic acid